P(O)(O)O.P(=O)(OC)(OC)OC trimethyl phosphate (phosphite)